C(C)(C)(C)OC(=O)N1CC(C1)CN1C(C(N(C2=CC(=C(C=C12)Cl)Br)CCN(C)C)=O)=O 3-((6-bromo-7-chloro-4-(2-(dimethylamino)ethyl)-2,3-dioxo-3,4-dihydroquinoxalin-1(2H)-yl)methyl)azetidine-1-carboxylic acid tert-butyl ester